2,3,4-tris(trifluoromethyl)aniline FC(C1=C(N)C=CC(=C1C(F)(F)F)C(F)(F)F)(F)F